N1=CN=CC2=C1C=C(C2)C(=O)O cyclopenta[d]pyrimidine-6-carboxylic acid